C(C)(C)(C)OC(CCCCN1CC2=C(CC1)N(C(=N2)C(=O)N)C)=O 5-(5-(tert-butoxy)-5-oxopentyl)-1-methyl-4,5,6,7-tetrahydro-1H-imidazo[4,5-c]pyridine-2-carboxamide